1-Propyl-1-butylpyrrolidinium bis(trifluoromethanesulfonyl)imide [N-](S(=O)(=O)C(F)(F)F)S(=O)(=O)C(F)(F)F.C(CC)[N+]1(CCCC1)CCCC